C(CC(=O)C)(=O)OCC(O)COC(CC(=O)C)=O Glycerol 1,3-Di-Acetoacetate